CNC(=O)OCC N-methyl-urethane